NC=1C=C(C=CC1)S(=O)(=O)NC1=NC(=CC(=N1)C1=C(C=CC=C1)C(C)C)OC1=CC=C(C=C1)C1CCN(CC1)C 3-amino-N-[4-(2-isopropylphenyl)-6-[4-(1-methyl-4-piperidyl)phenoxy]pyrimidin-2-yl]benzenesulfonamide